tert-butyl 3-[4-(1-tert-butoxycarbonyl-4-piperidyl)-3-fluoro-phenyl]-2,6-dioxo-pyrimidine-1-carboxylate C(C)(C)(C)OC(=O)N1CCC(CC1)C1=C(C=C(C=C1)N1C(N(C(C=C1)=O)C(=O)OC(C)(C)C)=O)F